(3S)-7-(3-chloro-2-fluoro-6-(1H-tetrazol-1-yl)phenyl)-3-(5-(5-methyl-1H-pyrrolo[2,3-c]pyridin-3-yl)-1H-imidazol-2-yl)-2,3,8,8a-tetrahydroindolizin ClC=1C(=C(C(=CC1)N1N=NN=C1)C1=CCN2[C@@H](CCC2C1)C=1NC(=CN1)C1=CNC2=CN=C(C=C21)C)F